(2-Aminophenylthio)guanosine NC1=C(C=CC=C1)S[C@@]1([C@H](O)[C@H](O)[C@@H](CO)O1)N1C=NC=2C(=O)NC(N)=NC12